2-((1-(3,5-difluorobenzyl)piperidin-4-yl)methylene)-5,6-dimethoxy-2,3-dihydrobenzo[b]thiophene 1,1-dioxide FC=1C=C(CN2CCC(CC2)C=C2CC3=C(S2(=O)=O)C=C(C(=C3)OC)OC)C=C(C1)F